N[C@H]1[C@H](CCCC1)C1=C(C2=NC(=CC(=C2S1)NCC=1SC=CC1)Cl)Cl 2-((1s,2r)-2-aminocyclohexyl)-3,5-dichloro-N-(thiophen-2-ylmethyl)thieno[3,2-b]pyridin-7-amine